1-methyl-5-[rac-(2R,4R)-4-[7-(2,4-difluorophenyl)-2-(dimethylamino)thiazolo[4,5-d]pyrimidin-5-yl]tetrahydropyran-2-yl]pyridin-2-one CN1C(C=CC(=C1)[C@@H]1OCC[C@H](C1)C=1N=C(C2=C(N1)N=C(S2)N(C)C)C2=C(C=C(C=C2)F)F)=O |r|